tert-butyl (S)-4-(4-(2-(2,6-dioxopiperidin-3-yl)-1-oxoisoindolin-5-yl)piperazin-1-yl)piperidine-1-carboxylate O=C1NC(CC[C@@H]1N1C(C2=CC=C(C=C2C1)N1CCN(CC1)C1CCN(CC1)C(=O)OC(C)(C)C)=O)=O